ethyl-2-(3-(6-(2-chloro-3,4-difluorophenyl)-5-(ethoxycarbonyl)-2-(thiazol-2-yl)-3,6-dihydropyrimidin-4-yl)pyrrolidin-1-yl)oxazole-4-carboxylate C(C)OC(=O)C=1N=C(OC1)N1CC(CC1)C=1NC(=NC(C1C(=O)OCC)C1=C(C(=C(C=C1)F)F)Cl)C=1SC=CN1